3-(4-(tert-butyl)-6-methylcyclohex-3-en-1-yl)propanal C(C)(C)(C)C1=CCC(C(C1)C)CCC=O